[N+](=O)([O-])C=1C=C(C=CC1)NC(OC(C)(C)C)=O tert-Butyl (3-nitrophenyl)-carbamate